C(#N)C1=CC(=C(COC2=CC=CC(=N2)C2=CC(=C(CC3=NC4=C(N3CC3OCCC3)C=C(C=C4)C(=O)O)C=C2)F)C=C1)F 2-(4-(6-(4-cyano-2-fluorobenzyloxy)pyridin-2-yl)-2-fluorobenzyl)-1-((tetrahydrofuran-2-yl)methyl)-1H-benzo[d]imidazole-6-carboxylic acid